OC(CC1=CC(=C(C(=O)OCC)C=C1)C)CC1=NC=CC=C1 ethyl 4-(2-hydroxy-3-(pyridin-2-yl)propyl)-2-methylbenzoate